(3R,4R)-(1-trityl-4-methyl-piperidin-3-yl)-methylamine C(C1=CC=CC=C1)(C1=CC=CC=C1)(C1=CC=CC=C1)N1C[C@@H]([C@@H](CC1)C)NC